O=C1NC(CCC1N1C(C2=CC=CC(=C2C1=O)NCCOCCOCCC(=O)N1CCC(CC1)NC([C@H](C)C1CCC(CC1)C1=CC=NC2=CC=C(C=C12)F)=O)=O)=O (2R)-N-(1-(3-(2-(2-((2-(2,6-dioxopiperidin-3-yl)-1,3-dioxoisoindolin-4-yl)amino)ethoxy)ethoxy)propanoyl)piperidin-4-yl)-2-((1s,4S)-4-(6-fluoroquinolin-4-yl)cyclohexyl)propanamide